C[N+](CCCC)(CC)C N,N-dimethyl-N-ethyl-N-butylammonium